[Co+2].[O-2].[Fe+3].[Cl+].[O-2].[O-2] chlorine ferric oxide cobalt